(2-(naphthalen-1-yl)spiro[fluorene-9,9'-xanthen]-3'-yl)boronic acid C1(=CC=CC2=CC=CC=C12)C1=CC2=C(C=C1)C1=CC=CC=C1C21C2=CC=CC=C2OC=2C=C(C=CC12)B(O)O